Imidazol-2(5H)-one N1C(N=CC1)=O